NN(C1=C(C=CC=C1)N(N)N)N tetra-aminophenylenediamine